N-{3-[5-(3,3-difluoroazetidin-1-yl)-2H-pyrazolo[3,4-b]pyridin-2-yl]phenyl}azetidine FC1(CN(C1)C1=CC=2C(N=C1)=NN(C2)C=2C=C(C=CC2)N2CCC2)F